2-methyl-2,3-dihydro-pyridazin-3-one CN1N=CC=CC1=O